tertiary butyl phenyl-α-(p-toluenesulfonyloxy)-acetate C1(=CC=CC=C1)C(C(=O)OC(C)(C)C)OS(=O)(=O)C1=CC=C(C)C=C1